[Ca+2].[Ca+2].[Ca+2].[N-3].[N-3] Calcium nitride